COC1=C(C(=O)OCC)C=CC(=C1)O ethyl 2-methoxy-4-hydroxybenzoate